O1CC(C1)N1N=C(C=C1)C(=O)N (oxetan-3-yl)-1H-pyrazole-3-carboxamide